C1(CCCC1)C(=O)C1=CNC=2N=CN=C(C21)N[C@H]2CN(CCC2)C(C=C)=O (R)-1-(3-((5-(cyclopentanecarbonyl)-7H-pyrrolo[2,3-d]pyrimidin-4-yl)amino)piperidin-1-yl)prop-2-en-1-one